C1N(CC=2C=NC(=CC21)C(=O)OCC)C(=O)OC(C)(C)C 2-(tert-butyl) 6-ethyl 1,3-dihydro-2H-pyrrolo[3,4-c]pyridine-2,6-dicarboxylate